C1(=CC=CC=C1)CCNC(C(=O)NCCC1=CC=CC=C1)=O N,N'-bis(2-phenylethyl)ethanediamide